Methyl (S)-3-(4-fluorophenyl)-2,3,4,5-tetrahydrobenzo[f][1,4]oxazepine-8-carboxylate hydrochloride Cl.FC1=CC=C(C=C1)[C@H]1COC2=C(CN1)C=CC(=C2)C(=O)OC